1-imidazol-1-ylpentan-4-yn-1-one N1(C=NC=C1)C(CCC#C)=O